CC1=CC(=NC=C1)NC1=NN=C(N1)C1=NC=CC=C1C 4-methyl-N-(5-(3-methyl-pyridin-2-yl)-4H-1,2,4-triazol-3-yl)pyridin-2-amine